BrC1=NN=C(N1CC)Br 3,5-Dibromo-4-ethyl-4H-1,2,4-triazole